FC1=C(C=C(C=C1)OC(F)(F)F)N1C(N(C2=C1C=CC(=C2)C(=O)NC2(CCS(CC2)(=O)=O)C)[C@@H](C)C(C)(C)O)=O (S)-1-(2-fluoro-5-(trifluoromethoxy)phenyl)-3-(3-hydroxy-3-methylbutan-2-yl)-N-(4-methyl-1,1-dioxidotetrahydro-2H-thiopyran-4-yl)-2-oxo-2,3-dihydro-1H-benzo[d]imidazole-5-carboxamide